5-(dichlorophosphoryl)isophthaloyl chloride ClP(=O)(Cl)C=1C=C(C=C(C(=O)Cl)C1)C(=O)Cl